N-(2-(2,6-dioxo-piperidin-3-yl)-1,3-dioxoisoindolin-5-yl)-[1,1'-biphenyl]-4-sulfonamide O=C1NC(CCC1N1C(C2=CC=C(C=C2C1=O)NS(=O)(=O)C1=CC=C(C=C1)C1=CC=CC=C1)=O)=O